ethyl (3R)-6-(2-((2-(4-fluorophenyl)-5-(trifluoromethyl)-1H-imidazol-1-yl) methyl) phenoxy)-3-methylhexanoate FC1=CC=C(C=C1)C=1N(C(=CN1)C(F)(F)F)CC1=C(OCCC[C@H](CC(=O)OCC)C)C=CC=C1